BrC=1C=C(C=CC1)CC1CN(CC1)C(=O)OC(C)(C)C tert-butyl 3-[(3-bromophenyl)methyl]pyrrolidine-1-carboxylate